BrC1=C(C(=O)O)C=C(C=C1)S(=O)(=O)N1CCN(CC1)C 2-bromo-5-(4-methylpiperazine-1-ylsulfonyl)-benzoic acid